CS(=O)(=O)OCC1C(N2[C@H](CO1)C[C@@H](CC2)C2=C(C(=CC=C2OC)Cl)Cl)=O [(8R,9aS)-8-(2,3-dichloro-6-methoxyphenyl)-4-oxo-hexahydro-1H-pyrido[2,1-c][1,4]oxazin-3-yl]methyl methanesulfonate